NC=1C=C(OCC(=O)OC(C)(C)C)C=CC1NC tert-butyl 2-(3-amino-4-(methylamino)phenoxy)acetate